[(2R,3S,5R)-5-(6-amino-2-fluoro-9H-purin-9-yl)-3-[(ethoxycarbonyl) oxy]-2-ethynyloxolan-2-yl]methyl decanoate C(CCCCCCCCC)(=O)OC[C@]1(O[C@H](C[C@@H]1OC(=O)OCC)N1C2=NC(=NC(=C2N=C1)N)F)C#C